COC1=CC=C(CN(C2=NC(=NN3C2=NC=C3C(C=3C=C(C(=NC3)N3CCN(CC3)C(=O)OC(C)(C)C)C)O)Cl)CC3=CC=C(C=C3)OC)C=C1 tert-butyl 4-(5-((4-(bis(4-methoxybenzyl)amino)-2-chloroimidazo[2,1-f][1,2,4]triazin-7-yl)(hydroxy)methyl)-3-methylpyridin-2-yl)piperazine-1-carboxylate